4,7-diazaspiro[2.5]octane hydrochloride Cl.C1CC12NCCNC2